6-[3-(Difluoromethyl)-2-fluoro-phenyl]pyrazolo[4,3-b]pyridin FC(C=1C(=C(C=CC1)C=1C=C2C(=NC1)C=NN2)F)F